C(C)(=O)OC1=C(C(=O)O)C=C(C=C1)Cl 2-(acetoxy)-5-chlorobenzoic acid